[Si](C1=CC=CC=C1)(C1=CC=CC=C1)(C(C)(C)C)OCC[C@@H]1CN(CCN1C(=O)C=1C(=NC=2C=C(C(NC2C1)=O)CC)Cl)C(=O)OC(C)(C)C tert-butyl (3R)-3-{2-[(tert-butyldiphenylsilyl)oxy]ethyl}-4-(2-chloro-7-ethyl-6-oxo-5H-1,5-naphthyridine-3-carbonyl)piperazine-1-carboxylate